6-(benzylthio)-3-methyl-3H-imidazo[4,5-b]Pyridine C(C1=CC=CC=C1)SC=1C=C2C(=NC1)N(C=N2)C